Butoxybis(dimethylamino)methane C(CCC)OC(N(C)C)N(C)C